5-chloro-2-(4-methyl-6-((1-methylpiperidin-3-yl)amino)pyridazin-3-yl)phenol ClC=1C=CC(=C(C1)O)C=1N=NC(=CC1C)NC1CN(CCC1)C